C1(=CC=CC=C1)C1(COC1)C1=CC=C(C(=O)NCC(=O)O)C=C1 (4-(3-Phenyloxetan-3-yl)benzoyl)glycine